C12(CC3CC(CC(C1)C3)C2)CN2N=CC(=C2C)C=2C(=NC(=CC2)N2CC3=C(C=CC=C3CC2)C(NC=2SC3=C(N2)C=CC=C3)=O)C(=O)O 3-[1-(1-adamantylmethyl)-5-methylpyrazol-4-yl]-6-[8-(1,3-benzothiazol-2-ylcarbamoyl)-3,4-dihydro-1H-isoquinolin-2-yl]pyridine-2-carboxylic acid